2-((1H-pyrazol-3-yl)methyl)-6-((5-aminothiazol-2-yl)methyl)-4-methyl-4H-thiazolo[5',4':4,5]pyrrolo[2,3-d]pyridazin-5(6H)-one N1N=C(C=C1)CC=1SC2=C(N(C=3C(N(N=CC32)CC=3SC(=CN3)N)=O)C)N1